3-bromo-9-methyl-4H,6H-thieno[2,3-e][1,2,4]triazolo[3,4-c][1,4]oxazepine BrC1=CSC=2N3C(COCC21)=NN=C3C